(S)-tert-butyl 2-(6-(3-methyl-1H-pyrrolo[2,3-b]pyridin-5-yl)-2-((Tetrahydro-2H-pyran-4-yl)methyl)-1,2,3,4-tetrahydroisoquinolin-8-yl)pyrrolidine-1-carboxylate CC1=CNC2=NC=C(C=C21)C=2C=C1CCN(CC1=C(C2)[C@H]2N(CCC2)C(=O)OC(C)(C)C)CC2CCOCC2